1-(4-(pyridin-3-yl)-3,4-dihydroquinoxalin-1(2H)-yl)-3-(pyrrolidin-1-yl)propan-1-one N1=CC(=CC=C1)N1CCN(C2=CC=CC=C12)C(CCN1CCCC1)=O